ClC=1C(=NC=C(C1)NC(=O)C=1C=NN(C1C(F)(F)F)C1=C2C=CC=NC2=CC=C1)C(=O)OC methyl 3-chloro-5-(1-(quinolin-5-yl)-5-(trifluoromethyl)-1H-pyrazole-4-carboxamido)picolinate